6-Fluoro-N-{[(3S,4R)-4-methyl-2-[6-methyl-3-(2H-1,2,3-triazol-2-yl)pyridin-2-carbonyl]-2-azabicyclo[3.1.1]heptan-3-yl]methyl}-1,3-benzoxazol-2-amin FC1=CC2=C(N=C(O2)NC[C@H]2N(C3CC([C@H]2C)C3)C(=O)C3=NC(=CC=C3N3N=CC=N3)C)C=C1